2-(benzylamino)-4-(t-butoxycarbonylamino)-4-methylpentanoic acid C(C1=CC=CC=C1)NC(C(=O)O)CC(C)(C)NC(=O)OC(C)(C)C